(R)-N-((1S,2R)-1-(5-cyclopropyl-2-fluorophenyl)-2-fluoro-3-(1-isopropyl-2,4,6-trioxohexahydropyrimidin-5-yl)-3-oxopropyl)-2-methylpropan-2-sulfinamide C1(CC1)C=1C=CC(=C(C1)[C@@H]([C@H](C(=O)C1C(NC(N(C1=O)C(C)C)=O)=O)F)N[S@](=O)C(C)(C)C)F